OC(C(CCCCCCCC)=O)(C1=CC=CC=C1)OC hydroxyl-methoxyphenyl-decanone